CN1C(=NC2=C1C=CC=C2)CNCC2=CC=CC=C2 N-[(1-methyl-1H-benzimidazol-2-yl)-methyl]benzylamine